ClC1=C(C(=CC=C1)F)C1CC(=NO1)C=1N=C(SC1)C1CCN(CC1)C(CSC=1N=NC(=CC1)C(F)(F)F)=O 1-(4-(4-(5-(2-chloro-6-fluorophenyl)-4,5-dihydroisoxazol-3-yl)thiazol-2-yl)piperidin-1-yl)-2-((6-(trifluoromethyl)pyridazin-3-yl)thio)ethan-1-one